(R or S)-5-chloro-1-(1-cyclopropyl-1H-pyrazol-4-yl)-6-(2-methyl-4-(3-methyloxetan-3-yl)piperazin-1-yl)-1H-indazole ClC=1C=C2C=NN(C2=CC1N1[C@@H](CN(CC1)C1(COC1)C)C)C=1C=NN(C1)C1CC1 |o1:11|